methyl 2-(4-(4-(2-(5-amino-8-(prop-1-yn-1-yl)-3H-[1,2,4]triazolo[5,1-i]purin-3-yl)ethyl)piperazin-1-yl)phenoxy)-2-methylpropanoate NC=1N2C(C=3N=CN(C3N1)CCN1CCN(CC1)C1=CC=C(OC(C(=O)OC)(C)C)C=C1)=NC(=N2)C#CC